2',3',5'-tri-O-pyruvyluridine C(C(=O)C)(=O)O[C@H]1[C@@H](O[C@@H]([C@H]1OC(C(=O)C)=O)COC(C(=O)C)=O)N1C(=O)NC(=O)C=C1